The molecule is a pentahydroxyflavone that is quercetin substituted by a methyl group at position 6. It has a role as a plant metabolite and a metabolite. It is a pentahydroxyflavone and a 7-hydroxyflavonol. It derives from a quercetin. CC1=C(C2=C(C=C1O)OC(=C(C2=O)O)C3=CC(=C(C=C3)O)O)O